1-(3-Chloro-2-fluorophenyl)-6-(2-(2-hydroxyethyl)-1,2,3,4-tetrahydroisoquinolin-7-yl)-N-((4-methylpyridin-3-yl)methyl)-7-oxo-4,5,6,7-tetrahydro-1H-pyrazolo[3,4-c]pyridine-3-carboxamide ClC=1C(=C(C=CC1)N1N=C(C2=C1C(N(CC2)C2=CC=C1CCN(CC1=C2)CCO)=O)C(=O)NCC=2C=NC=CC2C)F